CC(C(=O)O)(CC1CCCC1)N1C=CC=C1.BrC1=CCNC=C1 4-bromo-1H-pyridine Methyl-(azol-1-yl)-3-cyclopentylpropionate